C(C)(C)(C)N=[Mo](N(C)C)(N(C)C)=NC(C)(C)C bis(tert-butylimino)bis(dimethylamino)molybdenum